COC(=O)C1=C(C2=C(C3=NC=C(C=C3N2)Br)S1)OC 6-bromo-3-methoxy-4H-thieno[2',3':4,5]pyrrolo[3,2-b]pyridine-2-carboxylic acid methyl ester